mono(2-propyl) heptanoate C(CCCCCC)(=O)OC(C)C